CC1=CC=C2C(=CNC2=C1)CN1CCC(CC1)C=1C=C2CN(C(C2=CC1)=O)C1C(NC(CC1)=O)=O 3-(5-(1-((6-methyl-1H-indol-3-yl)methyl)piperidin-4-yl)-1-oxoisoindolin-2-yl)piperidine-2,6-dione